C[C@@H]1CN(C[C@H]2N1C[C@@H](C2)NC2=CC=C1C(=N2)CNC1C)C1=C2C=CC=NC2=C(C=C1)C#N 5-[(4R,7R,8aS)-4-methyl-7-[(5-methyl-6,7-dihydro-5H-pyrrolo[3,4-b]pyridin-2-yl)amino]-3,4,6,7,8,8a-hexahydro-1H-pyrrolo[1,2-a]pyrazin-2-yl]quinoline-8-carbonitrile